N-propyl-N-undecyl-urea C(CC)N(C(=O)N)CCCCCCCCCCC